(E)-4-(3-hydroxyprop-1-enyl)-2,6-dimethoxyphenol OC/C=C/C1=CC(=C(C(=C1)OC)O)OC